C(C1=CC=CC=C1)S(=O)CC1=CC=CC=C1 racemic-benzyl sulfoxide